1-[4-(dimethylamino)but-2-enoyl]-2'-(3-fluoropyridin-4-yl)-3'-iodo-5',6'-dihydro-1'H-spiro[piperidine-4,7'-pyrrolo[3,2-c]pyridin]-4'-one CN(CC=CC(=O)N1CCC2(C3=C(C(NC2)=O)C(=C(N3)C3=C(C=NC=C3)F)I)CC1)C